1-((2R,5S)-2,5-dimethylpiperazin-1-yl)prop-2-en-1-one TFA salt OC(=O)C(F)(F)F.C[C@H]1N(C[C@@H](NC1)C)C(C=C)=O